CN(C1CC2=C(N(N=C2CC1)C1=NC=C(C=C1)C(F)(F)F)O)CC1=CC=NC=C1 5-[Methyl(pyridin-4-ylmethyl)amino]-2-(5-trifluoromethylpyridin-2-yl)-4,5,6,7-tetrahydro-2H-indazol-3-ol